4-(3-(fluoromethyl)-2,8-diazaspiro[4.5]decan-8-yl)-2-(pyridin-4-yl)pyrido[3,4-d]pyrimidine FCC1NCC2(C1)CCN(CC2)C=2C1=C(N=C(N2)C2=CC=NC=C2)C=NC=C1